(R)-4-((1-(phenylmethyloxy)propan-2-yl)oxy)-3-nitro-2-(prop-1-en-2-yl)pyridine C1(=CC=CC=C1)COC[C@@H](C)OC1=C(C(=NC=C1)C(=C)C)[N+](=O)[O-]